ethylene-bis-sulfuric acid C(COS(O)(=O)=O)OS(O)(=O)=O